N=1N(N=CC1)C1=C(C=C(C=C1)NC(=O)C=1C=NN(C1C(F)(F)F)C1=CN=C2C3=C(C=CC=C13)C(N2CC2=CC=C(C=C2)OC)=O)C(F)(F)F N-(4-(2H-1,2,3-triazol-2-yl)-3-(trifluoromethyl)phenyl)-1-(1-(4-methoxybenzyl)-2-oxo-1,2-dihydropyrrolo[4,3,2-ij]isoquinolin-6-yl)-5-(trifluoromethyl)-1H-pyrazole-4-carboxamide